methyl 2-(6-methoxypyrazin-2-yl)-1,3-thiazole-5-carboxylate COC1=CN=CC(=N1)C=1SC(=CN1)C(=O)OC